Methyl (1S,3S)-3-((6-(5-((2H-tetrazol-5-yl)methyl)-1-methyl-1H-1,2,3-triazol-4-yl)-2-methylpyridin-3-yl)oxy)cyclohexane-1-carboxylate N=1NN=NC1CC1=C(N=NN1C)C1=CC=C(C(=N1)C)O[C@@H]1C[C@H](CCC1)C(=O)OC